CC1=C(C(=C(C#N)C#N)OC1(C)C)C#N tricyanofuran